FC(C1=C(C=C(C=N1)C1=NC(C(C2=CC=CC=C12)(F)F)(C)C)OC)F 1-(6-(difluoromethyl)-5-methoxy-pyridin-3-yl)-4,4-difluoro-3,3-dimethyl-3,4-dihydroisoquinoline